3-(5-{[(5-chlorothiophen-2-yl)methyl]amino}-1-(2,2-dimethylpropanoyl)-4-methoxy-1H-pyrazol-3-yl)-1-[(3-hydroxypyrrolidin-1-yl)sulfonyl]pyrrolidine-2-carboxylic acid ClC1=CC=C(S1)CNC1=C(C(=NN1C(C(C)(C)C)=O)C1C(N(CC1)S(=O)(=O)N1CC(CC1)O)C(=O)O)OC